ClC=1C=C(OCCOC2=C3C(=C(C(C3=CC=C2)=O)C=2SC=CC2)C=2N=CSC2C)C=CC1Cl (2-(3,4-dichlorophenoxy)ethoxy)-3-(5-methylthiazol-4-yl)-2-(thiophen-2-yl)-1H-inden-1-one